(R)-6-(4-(2-(oxetan-3-yloxy)phenyl)piperidin-1-yl)-2-azaspiro[3.4]Octane O1CC(C1)OC1=C(C=CC=C1)C1CCN(CC1)[C@H]1CC2(CNC2)CC1